ClC=1C(=C(C=CC1)NC1=C(C(=O)NC2=C(C=C(C=C2)N2CCNCC2)C(F)(F)F)C=CC=C1)C 2-((3-chloro-2-methylphenyl)amino)-N-(4-(piperazin-1-yl)-2-(trifluoromethyl)phenyl)benzamide